[SiH3]C([SiH3])([SiH3])[SiH3] tetrasilyl-methane